BrC1=CC2=C(N(C(N2C)=O)C)C=C1 5-bromo-1,3-dimethyl-1,3-dihydro-2H-benzo[d]imidazol-2-one